pentanoylpiperidine C(CCCC)(=O)N1CCCCC1